[Br-].CN(C)CCCCCC[N+](C)(C)CC N-dimethylaminohexyl-2-ethyldimethyl-ammonium bromide